O=C1NC2=CC=CC=C2C12CC2 oxo-spiro[cyclopropane-1,3'-indoline]